Hexane-3-carbonitrile 4-methylbenzenesulfonate CC1=CC=C(C=C1)S(=O)(=O)O.CCC(CCC)C#N